OCCCOC1=CC2=C(C=3N([C@@H](CO2)C(C)C)C=C(C(C3)=O)C(=O)O)C=C1C (R)-3-(3-hydroxypropoxy)-7-isopropyl-2-methyl-11-oxo-6,7-dihydro-11H-benzo[f]pyrido[1,2-d][1,4]oxazepine-10-carboxylic acid